OC1=CC=C(C=C1)N(C(=O)C=1C=C(N2CCCCC12)C1=CC2=C(OCO2)C=C1C(=O)N1CC2=CC=CC=C2C[C@H]1CN1CCOCC1)CC1=CC=NC=C1 (S)-N-(4-hydroxyphenyl)-3-(6-(3-(morpholinomethyl)-1,2,3,4-tetrahydroisoquinoline-2-carbonyl)benzo[d][1,3]dioxol-5-yl)-N-(pyridin-4-ylmethyl)-5,6,7,8-tetrahydroindolizine-1-carboxamide